[Br-].NC(CCCCCCCCCC[N+](CC)(CC)CC)=O 11-amino-N,N,N-triethyl-11-oxoundecan-1-aminium bromide